sodium N-(3-sulfopropyl)-saccharin S(=O)(=O)(O)CCCN1S(=O)(=O)C2=CC=CC=C2C1=O.[Na]